C(C)C=C(C(=O)O)CCOCC.C(C)OC(C(=O)OCC)=C ethyl ethoxyacrylate (ethylethoxy ETHYL ACRYLATE)